6-(trifluoromethyl)pyridine-3-sulfonamide FC(C1=CC=C(C=N1)S(=O)(=O)N)(F)F